(S)-7-ethoxy-1-(2-(5-methoxy-1H-indol-3-yl)ethyl)-6-methoxy-3,4-dihydroisoquinolin C(C)OC1=C(C=C2CCN=C(C2=C1)CCC1=CNC2=CC=C(C=C12)OC)OC